C1N(CC12CCC2)CC2=C1C(=NC(=C2)C=2C=C3CN(C(C3=CC2)=O)C2C(NC(CC2)=O)=O)N(C=C1)C 3-(5-(4-((2-azaspiro[3.3]heptan-2-yl)methyl)-1-methyl-1H-pyrrolo[2,3-b]pyridin-6-yl)-1-oxoisoindolin-2-yl)piperidine-2,6-dione